C[C@H]1CN(CCN1)C1=C(C=NC=C1)NCC=1C=C2N=CC=NC2=CC1 (S)-4-(3-methylpiperazin-1-yl)-N-(quinoxalin-6-ylmethyl)pyridin-3-amine